5-(6-hydroxy-benzothiazol-2-yl)-thiophene-2-carboxylic acid OC1=CC2=C(N=C(S2)C2=CC=C(S2)C(=O)O)C=C1